5-chloro-6-((2S,6S)-2,6-dimethylmorpholino)pyridin ClC=1C=CC=NC1N1C[C@@H](O[C@H](C1)C)C